C(C)C1=C(C=CC(=C1)O)C1=CC=C(C=C1)C1=CC=C(C=C1)CCCCC ethyl-4''-pentyl-[1,1':4',1'']terphenyl-4-ol